3-[4-(4-chloro-2-mesyl-phenyl)phenyl]azetidine ClC1=CC(=C(C=C1)C1=CC=C(C=C1)C1CNC1)S(=O)(=O)C